2,6-bis(tert-butyl)-9,10-bis(2-carboxyethyl)carbonyloxyanthracene C(C)(C)(C)C1=CC2=C(C3=CC=C(C=C3C(=C2C=C1)OC(=O)CCC(=O)O)C(C)(C)C)OC(=O)CCC(=O)O